N-((S)-1-(((S)-1-cyano-2-((S)-2-oxopyrrolidin-3-yl)ethyl)amino)-3,3-dimethyl-1-oxobutan-2-yl)-1H-indole-2-carboxamide C(#N)[C@H](C[C@H]1C(NCC1)=O)NC([C@H](C(C)(C)C)NC(=O)C=1NC2=CC=CC=C2C1)=O